(2-(4-phenyl-1H-imidazol-2-yl)piperidin-1-yl)(1,2,3-thiadiazol-5-yl)methanone dioctadecyl-3,5-di-tert-butyl-4-hydroxybenzylphosphonate C(CCCCCCCCCCCCCCCCC)C(C1=CC(=C(C(=C1)C(C)(C)C)O)C(C)(C)C)(P(O)(O)=O)CCCCCCCCCCCCCCCCCC.C1(=CC=CC=C1)C=1N=C(NC1)C1N(CCCC1)C(=O)C1=CN=NS1